C(C=C)C1=C(C=CC=C1)C1=CC(=CC=C1)CC1NCCC1NS(=O)(=O)CC N-(2-((2'-allyl-[1,1'-biphenyl]-3-yl)methyl)pyrrolidin-3-yl)-ethanesulfonamide